C(C=CCCCCCCCCCCCCC)(O)(O)O (8e)-hexadecenetriol